N1C[C@@H](CCCC2=C1C=CC=C2)NC(OC(C)(C)C)=O |r| Racemic-tert-butyl N-(1,2,3,4,5,6-hexahydro-1-benzazocin-3-yl)carbamate